tert-Butyl (S)-(1-(1-cyano-4-oxocyclohexyl)propan-2-yl)carbamate C(#N)C1(CCC(CC1)=O)C[C@H](C)NC(OC(C)(C)C)=O